BrC=1C=CC(=C(C1)[C@@H](C)NC=1C2=C(N=C(N1)C)C=NC(=C2)N2C[C@@H](CC2)NC(C)=O)OC N-[(3R)-1-(4-{[(1R)-1-(5-bromo-2-methoxyphenyl)ethyl]amino}-2-methylpyrido[3,4-d]pyrimidin-6-yl)pyrrolidin-3-yl]acetamide